Ethylene glycol diformate C(=O)OCCOC=O